NC1=C(C=C(C=C1OC1=CC(=CC=C1)S(NCCO)(=O)=O)C1=CC=C(C=C1)Cl)C(=O)N 4-amino-4'-chloro-5-(3-(N-(2-hydroxyethyl)sulfamoyl)phenoxy)-[1,1'-biphenyl]-3-carboxamide